N1C=CC=2C1=NC=C(C2)C=2C=C1CCOCC1=C(C2)CN(C)C 1-(6-(1H-pyrrolo[2,3-b]pyridin-5-yl)isochroman-8-yl)-N,N-Dimethylmethylamine